OC1=CC=2C3(C4=CC=CC=C4C2C=C1)C1=CC=CC=C1C=1C=CC=CC13 2-hydroxy-9,9'-spirobi[9H-fluorene]